BrC1=CC=C(C=C1)C1=CC=C(C=C1)N1C2=CC=CC=C2C=2C=CC=CC12 9-(4'-Bromo-[1,1'-biphenyl]-4-yl)-9H-carbazole